C(C)(C)(C)C1N(CCC(C1)CC1CCN(CC1)C1=CC=C2C(=NN(C2=C1)C)C1C(NC(CC1)=O)=O)C(=O)O.C(CCCC\C=C/C\C=C/C\C=C/C\C=C/CC)(=O)N[C@@H](C)C(=O)O N-stearidonoyl-alanine tert-butyl-4-[[1-[3-(2,6-dioxo-3-piperidyl)-1-methyl-indazol-6-yl]-4-piperidyl]methyl]piperidine-1-carboxylate